(2E)-3-(2-OCT-1-YN-1-YLPHENYL)ACRYLIC ACID C(#CCCCCCC)C1=C(C=CC=C1)/C=C/C(=O)O